CN(C=1SC2=C(N1)C=CC(=C2)C2=CC1=CN(N=C1C=C2)C)C2CC(NC(C2)(C)C)(C)C N-Methyl-6-(2-methyl-2H-indazol-5-yl)-N-(2,2,6,6-tetramethylpiperidin-4-yl)-1,3-benzothiazol-2-amin